4-((4-((2-fluorophenyl)ethynyl)benzoylamino)methyl)tetrahydro-2H-pyran-4-carboxylic acid ethyl ester C(C)OC(=O)C1(CCOCC1)CNC(C1=CC=C(C=C1)C#CC1=C(C=CC=C1)F)=O